3-((6-(cyclopropanecarboxamido)-5-methylpyridin-3-yl)ethynyl)-N-(4-((4-ethylpiperazin-1-yl)methyl)-3-(trifluoromethyl)phenyl)-4-methylbenzamide C1(CC1)C(=O)NC1=C(C=C(C=N1)C#CC=1C=C(C(=O)NC2=CC(=C(C=C2)CN2CCN(CC2)CC)C(F)(F)F)C=CC1C)C